4-(2-amino-2-carboxyethyl)phenyl-1-oxo-5,8,11,14-tetraoxa-2-azaheptadecan-17-oic acid NC(CC1=CC=C(C=C1)C(NCCOCCOCCOCCOCCC(=O)O)=O)C(=O)O